5-chloro-N-(2-cyano-6-fluorophenyl)-2-((3-fluoro-4-(4-(2-methyl-1-oxopropan-2-yl)piperazin-1-yl)phenyl)amino)pyrimidine-4-carboxamide ClC=1C(=NC(=NC1)NC1=CC(=C(C=C1)N1CCN(CC1)C(C=O)(C)C)F)C(=O)NC1=C(C=CC=C1F)C#N